tert-Butyl (M)-4-(7-chloro-6-fluoro-1-(2-isopropyl-4-methylpyridin-3-yl)-2-oxo-1,2-dihydropyrido[2,3-d]pyrimidin-4-yl)-cis-2,6-dimethylpiperazine-1-carboxylate ClC=1C(=CC2=C(N(C(N=C2N2C[C@@H](N([C@@H](C2)C)C(=O)OC(C)(C)C)C)=O)C=2C(=NC=CC2C)C(C)C)N1)F